FC=1C=C(C=C(C1)F)N1CCNCC1 1-(3,5-difluorophenyl)piperazine